C(C)(C)(C)OC(=O)N1[C@](CCC1)(C)\C=C\S(NC(NC1=C2CCCC2=CC=2CCCC12)=O)(=O)=O tert-Butyl-(S,E)-2-(2-(N-((1,2,3,5,6,7-hexahydro-s-indacen-4-yl)carbamoyl)sulfamoyl)vinyl)-2-methylpyrrolidin-1-carboxylat